N-((1R)-2-((3,5-difluoro-4-(trimethylsilyl)phenyl)amino)-1-(4-(methoxymethyl)phenyl)-2-oxoethyl)-3-hydroxy-1,2-oxazole-5-carboxamide FC=1C=C(C=C(C1[Si](C)(C)C)F)NC([C@@H](C1=CC=C(C=C1)COC)NC(=O)C1=CC(=NO1)O)=O